6-(chloromethyl)nicotinate ClCC1=NC=C(C(=O)[O-])C=C1